ClCCC(CN)CC 4-chloro-2-ethylbutylamine